(difluoro(7-methyl-3-((4,4,4-trifluorobutyl)amino)isoquinolin-6-yl)methyl)phosphonic acid FC(C=1C=C2C=C(N=CC2=CC1C)NCCCC(F)(F)F)(F)P(O)(O)=O